C(C)OC1=NC=C(C=N1)[C@@H](CC(=O)O)C=1SC=C(N1)CCCCC1=NC=2NCCCC2C=C1 (R)-3-(2-ethoxypyrimidin-5-yl)-3-(4-(4-(5,6,7,8-tetrahydro-1,8-naphthyridin-2-yl)butyl)thiazol-2-yl)propanoic acid